N1=NSC2=C1C=NS2 isothiazolo[4,5-d]-1,2,3-thiadiazole